C(C)OCC1(CN(CC1)C(C)C=1C=CC(=NC1)C)CCC1=CC=CC=C1 5-(1-(3-(ethoxymethyl)-3-phenethylpyrrolidin-1-yl)ethyl)-2-methylpyridine